CS(=O)(=O)OCCCCCC#CC1=C2CN(C(C2=CC=C1)=C=O)C1C(NC(CC1)=C=O)=C=O 7-(2-(2,6-dicarbonylpiperidin-3-yl)-1-carbonylisoindolin-4-yl)hept-6-yn-1-yl methanesulfonate